methyl 3-(3-methoxy-4-morpholino-anilino)-5-(methylamino)-6-(3-methylimidazo[4,5-c]pyridin-7-yl)pyrazine-2-carboxylate COC=1C=C(NC=2C(=NC(=C(N2)NC)C=2C3=C(C=NC2)N(C=N3)C)C(=O)OC)C=CC1N1CCOCC1